1-chloro-4-(((1R,2R)-1,2-dichloro-2-phenylethyl)sulfinyl)benzene ClC1=CC=C(C=C1)S(=O)[C@@H]([C@@H](C1=CC=CC=C1)Cl)Cl